C(#N)C1=NC=CC(=N1)C1(CCCC1)NC(OCC1=CC=C(C=C1)Br)=O 4-bromobenzyl (1-(2-cyanopyrimidin-4-yl)cyclopentyl)carbamate